C(CCCCCCCCCCCCCCCCC)(=O)O.C[C@]([C@H](C=O)O)(O)[C@H](O)[C@H](O)CO 3-methylglucose stearate